N-[(E)-N-methoxy-C-methylformamido]-4-[5-(trifluoromethyl)-1,2,4-oxadiazol-3-yl]benzamide CON(C(=O)C)NC(C1=CC=C(C=C1)C1=NOC(=N1)C(F)(F)F)=O